2-[3-[5-amino-4-carbamoyl-6-(5-methyl-1H-indazol-4-yl)pyrimidin-2-yl]phenyl]acetic acid NC=1C(=NC(=NC1C1=C2C=NNC2=CC=C1C)C=1C=C(C=CC1)CC(=O)O)C(N)=O